C(C=C)OCCCCOC(C)=O acetic acid-4-allyl-oxy-butyl ester